COC=1C=2N(C=C(C1)C1=C(C(=NN1)C=1SC(=CN1)C1CCN(CC1)CC(=O)OC(C)(C)C)CC(F)(F)F)N=CN2 tert-butyl 2-(4-(2-(5-(8-methoxy-[1,2,4]triazolo[1,5-a]pyridin-6-yl)-4-(2,2,2-trifluoroethyl)-1H-pyrazol-3-yl)thiazol-5-yl)piperidin-1-yl)acetate